5-[(2-cyanoacetyl)-methyl-amino]-2-methyl-thiazole-4-carboxylic acid ethyl ester C(C)OC(=O)C=1N=C(SC1N(C)C(CC#N)=O)C